tert-butyl 2-(3-fluoro-4-(6-methoxy-7-(methylcarbamoyl)benzo[d]imidazo[2,1-b]thiazol-2-yl)phenyl)pyrrolidine-1-carboxylate FC=1C=C(C=CC1C=1N=C2SC3=C(N2C1)C=C(C(=C3)C(NC)=O)OC)C3N(CCC3)C(=O)OC(C)(C)C